ClC1=CC(=CC=2N=C(OC21)C=2C(=C(C=CC2)C2=C(C(=CC=C2)C=2OC1=C(CNCC1)N2)C)C)CN2C[C@@H](CC2)C(=O)O (R)-1-((7-chloro-2-(2,2'-dimethyl-3'-(4,5,6,7-tetrahydrooxazolo[4,5-c]pyridin-2-yl)-[1,1'-biphenyl]-3-yl)benzo[d]oxazol-5-yl)methyl)pyrrolidine-3-carboxylic acid